2-[(2,6-difluoro-4-pyridinyl)-(oxetane-3-carbonyl)amino]-N-(2,2-dimethylcyclobutyl)-5-methyl-thiazole-4-carboxamide FC1=NC(=CC(=C1)N(C=1SC(=C(N1)C(=O)NC1C(CC1)(C)C)C)C(=O)C1COC1)F